(7s,8as)-7-(prop-2-yn-1-yl)hexahydropyrrolo[1,2-a]pyrazin-6(2H)-one C(C#C)[C@H]1C[C@@H]2N(CCNC2)C1=O